(2S,4R)-4-(2-((3'-methoxy-2-methyl-[1,1'-biphenyl]-4-yl)amino)-2-oxoethyl)-1-(2-methylbenzofuro[3,2-d]pyrimidin-4-yl)pyrrolidine-2-carboxylic acid COC=1C=C(C=CC1)C1=C(C=C(C=C1)NC(C[C@H]1C[C@H](N(C1)C=1C2=C(N=C(N1)C)C1=C(O2)C=CC=C1)C(=O)O)=O)C